NC1=NC=2C=C(C=CC2C2=C1C=NN2)CN(C(=O)C=2C=NC(=CC2)C(F)(F)F)C=2C(=NC=CC2)S(=O)(=O)C N-({4-amino-1H-pyrazolo[4,3-c]quinolin-7-yl}methyl)-N-(2-methanesulfonylpyridin-3-yl)-6-(trifluoromethyl)pyridine-3-carboxamide